2-(4-chloro-6-oxopyridazin-1(6H)-yl)-N-(4-methyl-3-((4-methyl-1,4-diazepan-1-yl)sulfonyl)phenyl)acetamide ClC=1C=NN(C(C1)=O)CC(=O)NC1=CC(=C(C=C1)C)S(=O)(=O)N1CCN(CCC1)C